The molecule is a pentacyclic triterpenoid obtained by the formal condensation of 2,2-dimethylsuccinic acid with the 3-hydroxy group of betulinic acid. It is isolated from the Chinese herb Syzygium claviflorum. The first in the class of HIV-1 maturation inhibitors to be studied in humans, bevirimat was identified as a potent HIV drug candidate and several clinical trials were conducted, but development into a new drug was plagued by numerous resistance-related problems. It has a role as a metabolite and a HIV-1 maturation inhibitor. It is a pentacyclic triterpenoid, a dicarboxylic acid monoester and a monocarboxylic acid. It derives from a betulinic acid. CC(=C)[C@@H]1CC[C@]2([C@H]1[C@H]3CC[C@@H]4[C@]5(CC[C@@H](C([C@@H]5CC[C@]4([C@@]3(CC2)C)C)(C)C)OC(=O)CC(C)(C)C(=O)O)C)C(=O)O